C1(CC1)N1N=C(C(=C1)C(=O)N1CC2=C(C=C(C=C2CC1)C=1C=C2C(=NC1)NC=C2C)[C@H]2NCCC2)C (S)-(1-Cyclopropyl-3-methyl-1H-pyrazol-4-yl)-[6-(3-methyl-1H-pyrrolo[2,3-b]pyridin-5-yl)-8-[Pyrrolidin-2-yl]-3,4-dihydroisoquinolin-2(1H)-yl]methanone